3-(2-hydroxypropan-2-yl)cyclobutane-1-carboxylic acid OC(C)(C)C1CC(C1)C(=O)O